B(F)(F)F.C=1(C(=CC=CC1)S(=O)(=O)O)S(=O)(=O)O benzenedisulfonic acid boron trifluoride